ClCCCC(=O)N(C)C1=NC(=CC=C1)O 4-chloro-N-(6-hydroxy-2-pyridyl)-N-methyl-butyramide